NCC=1C=NNC1CN 4,5-diaminomethylpyrazole